{3-[(8aS)-10-Acryloyl-6-chloro-8,8a,9,10,11,12-hexahydropyrazino[2',1':3,4][1,4]oxazepino[5,6,7-de]quinazolin-5-yl]phenyl}acetonitrile C(C=C)(=O)N1C[C@H]2COC=3C4=C(N=CN=C4C=C(C3Cl)C=3C=C(C=CC3)CC#N)N2CC1